2-amino-8-(2-(4-(2-fluoro-4-methoxyphenyl)piperazin-1-yl)ethyl)-6-methyl-4-(5-methylfuran-2-yl)pteridin-7(8H)-one NC1=NC=2N(C(C(=NC2C(=N1)C=1OC(=CC1)C)C)=O)CCN1CCN(CC1)C1=C(C=C(C=C1)OC)F